1-((11-(3-(hydroxymethyl)-4-nitrobenzoylamino)undecanoyl)oxy)-2,5-dioxopyrrolidine-3-sulfonic acid sodium salt [Na+].OCC=1C=C(C(=O)NCCCCCCCCCCC(=O)ON2C(C(CC2=O)S(=O)(=O)[O-])=O)C=CC1[N+](=O)[O-]